ethyl (3R)-3-(3,7-dimethyl-3H-[1,2,3]triazolo[4,5-b]pyridin-6-yl)-3-[7-(hydroxymethyl)-1-benzothiophene-5-yl]propanoate CN1N=NC=2C1=NC=C(C2C)[C@H](CC(=O)OCC)C=2C=C(C1=C(C=CS1)C2)CO